(R)-1''-(3-((4-(dodecyloxy)phenyl)sulfonyl)-6-((R)-methylsulfinyl)quinolin-4-yl)-[1,4':1',4''-terpiperidin]-3-ol C(CCCCCCCCCCC)OC1=CC=C(C=C1)S(=O)(=O)C=1C=NC2=CC=C(C=C2C1N1CCC(CC1)N1CCC(CC1)N1C[C@@H](CCC1)O)[S@](=O)C